tetrahydro-α-(1-methylethyl)-2-oxo-1(2H)-pyrimidineacetamide CC(C)C(C(=O)N)N1C(NCCC1)=O